(Z)-4-(4-(3-((3,3-difluoropyrrolidin-1-yl)sulfonyl)phenyl)-1H-benzo[d][1,2,3]triazole-1-yl)-3-fluorobut-2-en-1-amine FC1(CN(CC1)S(=O)(=O)C=1C=C(C=CC1)C1=CC=CC=2N(N=NC21)C/C(=C/CN)/F)F